(S)-2,2-difluoro-N-methyl-1-(4-(trifluoromethyl)phenyl)ethan-1-amine hydrochloride Cl.FC([C@@H](NC)C1=CC=C(C=C1)C(F)(F)F)F